OC1CN(CC1)CC1(COCCC1)CNC(=O)C1=CC2=C(S1)CCCCCC2 N-[[3-[(3-hydroxypyrrolidin-1-yl)methyl]oxan-3-yl]methyl]-4,5,6,7,8,9-hexahydrocycloocta[b]thiophene-2-carboxamide